methyl (S)-2-(((benzyloxy)carbonyl)amino)-3-((2-methoxy-2-oxoethyl)amino)propanoate C(C1=CC=CC=C1)OC(=O)N[C@H](C(=O)OC)CNCC(=O)OC